CC(C)=C1CCC(CC1)C1(CCCCC1)O 4'-(propane-2,2-diyl)bicyclohexanol